N-(2-cyano-7-phenylisoindolin-5-yl)-N,1-dimethylpiperidine-3-carboxamide C(#N)N1CC2=C(C=C(C=C2C1)N(C(=O)C1CN(CCC1)C)C)C1=CC=CC=C1